NC1=C(C=NN1)C(=O)NC1=C(C=C(C=C1)F)F 5-amino-N-(2,4-difluorophenyl)-1H-pyrazole-4-carboxamide